FC=1C=NC=C(C1C1=C2CN(CC2=CC=C1)C=1C=CC=C2C(=CNC12)C1=NC(=NC=C1C)NC1=NN(C(=C1)C)C)F 4-(3,5-difluoropyridin-4-yl)-2-(3-(2-((1,5-dimethyl-1H-pyrazol-3-yl)amino)-5-methylpyrimidin-4-yl)-1H-indol-7-yl)isoindolin